N1(CCC1)C(=O)N1CC(C1)N1N=CC(=C1)C1=NC2=C(C(=CC=C2N=C1)OC=1C=CC2=C(N(C(=N2)C)COCC[Si](C)(C)C)C1)Cl Azetidin-1-yl(3-(4-(8-chloro-7-((2-methyl-1-((2-(trimethylsilyl)ethoxy)methyl)-1H-benzo[d]imidazol-6-yl)oxy)quinoxalin-2-yl)-1H-pyrazol-1-yl)azetidin-1-yl)methanone